(R)-3-methyl-2-(2-(4,5,6,7-tetrahydro-1H-benzo[d]imidazol-5-yl)-2H-pyrazolo[3,4-b]pyridin-6-yl)-5-(trifluoromethyl)phenol CC=1C(=C(C=C(C1)C(F)(F)F)O)C=1C=CC=2C(N1)=NN(C2)[C@H]2CC1=C(NC=N1)CC2